BrCC(=O)N(C)C 2-bromo-dimethylacetamide